CC(C)(CC(CC(C)C)(C)C)C 2,2,4,4,6-pentamethylheptane